ClC=1N=CC2=C(N1)C1(COCCC1)OC2O 2-chloro-2',4',5',6'-tetrahydro-5H-spiro[furo[3,4-d]pyrimidine-7,3'-pyran]-5-ol